BrC1=CC(=C(OC2=C(C(=O)NC3=CC(=NC=C3)SNC)C=C(C(=C2)C(F)(F)F)Cl)C=C1)OC (R)-2-(4-bromo-2-methoxyphenoxy)-5-chloro-N-(2-(S-methylamino-sulfanyl)pyridin-4-yl)-4-(trifluoromethyl)benzamide